2-Methacryloxyethylhexadecylmethylammonium bromid [Br-].C(C(=C)C)(=O)OCC[NH+](C)CCCCCCCCCCCCCCCC